N1(CCOCC1)C1=NC(=C2NC=NC2=N1)N 2-morpholin-4-ylpurin-6-amine